[O-]CCC.[O-]CCC.[O-]CCC.[O-]CCC.[Ti+4] titanium(IV) tetrapropoxide